C(C)(C)(C)OC(=O)N1CCC(CC1)N1C(C(N(C2=CC(=C(C=C12)Cl)C1=CC(=CC2=CC=CC=C12)O)C1=C(C=CC=C1C)C(C)C)=O)=O 4-(7-chloro-6-(3-hydroxynaphthalen-1-yl)-4-(2-isopropyl-6-methylphenyl)-2,3-dioxo-3,4-dihydroquinoxalin-1(2H)-yl)piperidine-1-carboxylic acid tert-butyl ester